3-{[4-(4-morpholinyl)-1-piperidinyl]methyl}-N-(1-phenylcyclopropyl)-2-[3-(trifluoromethyl)phenyl]-4-quinolinecarboxamide N1(CCOCC1)C1CCN(CC1)CC=1C(=NC2=CC=CC=C2C1C(=O)NC1(CC1)C1=CC=CC=C1)C1=CC(=CC=C1)C(F)(F)F